C(C)(C)(C)[C@@H]1CC[C@H](CC1)OC=1C=C2C=CC(=CC2=CC1)C(C(F)(F)F)N1CCCCC1 1-(1-(6-(trans-4-tert-Butylcyclohexyloxy)naphthalen-2-yl)-2,2,2-trifluoroethyl)piperidin